(±)-1-(8-Fluoro-6-(5-fluoro-2-((5-(piperazin-1-yl)pyridin-2-yl)amino)pyrimidin-4-yl)quinolin-4-yl)ethanol trimethanesulfonate CS(=O)(=O)O.CS(=O)(=O)O.CS(=O)(=O)O.FC=1C=C(C=C2C(=CC=NC12)[C@@H](C)O)C1=NC(=NC=C1F)NC1=NC=C(C=C1)N1CCNCC1 |r|